ethyl 2-(bromomethyl)-5-cyanopyridine-3-carboxylate BrCC1=NC=C(C=C1C(=O)OCC)C#N